1-(4-((4-((4-((2-(2-oxa-6-azaspiro[3.3]heptan-6-yl)pyridin-4-yl)oxy)-2-fluorophenyl)amino)-7-methoxyquinazolin-6-yl)amino)piperidin-1-yl)prop-2-en-1-one C1OCC12CN(C2)C2=NC=CC(=C2)OC2=CC(=C(C=C2)NC2=NC=NC1=CC(=C(C=C21)NC2CCN(CC2)C(C=C)=O)OC)F